methyl 5-(benzenecarbothioyl)-2,3-dihydro-1H-pyrrolizine-1-carboxylate C1(=CC=CC=C1)C(=S)C=1N2CCC(C2=CC1)C(=O)OC